4-(bromomethyl)-3-methylpyridine hydrogen bromide salt Br.BrCC1=C(C=NC=C1)C